C(=C)C1=C(C2=CC=CC=C2C=C1)C=C divinyl-naphthalene